2,2-bis([(3-mercaptopropionyl)oxy]methyl)trimethylenebis[3-mercaptopropionate] SCCC(=O)OCC(CC(C(=O)[O-])CS)(CC(C(=O)[O-])CS)COC(CCS)=O